tert-butyl 3-amino-3-(2,4-dihydroxyphenyl)azetidine-1-carboxylate NC1(CN(C1)C(=O)OC(C)(C)C)C1=C(C=C(C=C1)O)O